C(C)(=O)NC=1N=CC2=CC(=C(C=C2C1)C1CCN(CC1)C(=O)OC(C)(C)C)Cl tert-butyl 4-(3-acetamido-7-chloroisoquinolin-6-yl)piperidine-1-carboxylate